N=1C=NN2C1C=CC(=C2)C2=CNC=1N=C(N=CC12)NCCC(F)(F)F 5-([1,2,4]triazolo[1,5-a]pyridin-6-yl)-N-(3,3,3-trifluoropropyl)-7H-pyrrolo[2,3-d]pyrimidin-2-amine